N-(5-{1-[(6-fluoropyridin-3-yl)carbamoyl]cyclobutyl}pyridin-2-yl)-6-methylpyridine-2-carboxamide FC1=CC=C(C=N1)NC(=O)C1(CCC1)C=1C=CC(=NC1)NC(=O)C1=NC(=CC=C1)C